O1C(=CC=C1)C1=NN2C(N=C(N=C2N)N2CC(CCC2)CN2CCN(CC2)C2=CC(=NC=C2)OC)=N1 2-(furan-2-yl)-5-(3-((4-(2-methoxypyridin-4-yl)piperazin-1-yl)methyl)piperidin-1-yl)-[1,2,4]triazolo[1,5-a][1,3,5]triazine-7-amine